CC1=NC=C(N=C1CC(C)C)C 2,5-dimethyl-3-(2-methylpropyl)pyrazine